Phloroglucinol-HCl Cl.C1(O)=CC(O)=CC(O)=C1